ClC1=C(C2=C(C(N3[C@@H](CO2)CN(CC3)C(=O)OC(C)(C)C)=O)C(=N1)N1C(CC(C1)=O)(C)C)Cl tert-butyl (R)-3,4-dichloro-1-(2,2-dimethyl-4-oxopyrrolidin-1-yl)-12-oxo-6a,7,9,10-tetrahydro-12H-pyrazino[2,1-c]pyrido[3,4-f][1,4]oxazepine-8(6H)-carboxylate